4-(4-chlorophenyl)-6-(4-methylphenyl)-2-amino-3-cyanopyridine ClC1=CC=C(C=C1)C1=C(C(=NC(=C1)C1=CC=C(C=C1)C)N)C#N